(S,S)-α-methyl-benzylamine C[C@@H](C1=CC=CC=C1)N